2-ethyl-2,7-diazaspiro[3.5]nonan C(C)N1CC2(C1)CCNCC2